rac-(1r,2r,3s,4r,5s)-N-(3-chloro-5-(trifluoromethyl)phenyl)-5-hydroxy-3-(3-(trifluoromethyl)phenyl)-7-oxabicyclo[2.2.1]heptane-2-carboxamide ClC=1C=C(C=C(C1)C(F)(F)F)NC(=O)[C@H]1[C@H]2C[C@@H]([C@@H]([C@@H]1C1=CC(=CC=C1)C(F)(F)F)O2)O |r|